((3R,4R)-4-(((6-((2,3-dichlorobenzyl)(methyl)amino)-5-fluoropyrimidin-4-yl)amino)methyl)-3-hydroxypiperidin-1-yl)acetamide ClC1=C(CN(C2=C(C(=NC=N2)NC[C@@H]2[C@H](CN(CC2)CC(=O)N)O)F)C)C=CC=C1Cl